1-(2-methoxyethyl)-1H-benzo[d]Imidazole-6-carboxylic acid methyl ester COC(=O)C=1C=CC2=C(N(C=N2)CCOC)C1